4-chloro-3-fluoro-6-[(methylcyclopropyl)oxy]-2-(2-methylpyrazol-3-yl)benzene-1-carbonitrile ClC1=C(C(=C(C(=C1)OC1(CC1)C)C#N)C=1N(N=CC1)C)F